ClC1=C(C=C(C=C1)F)C1NC(C2=C1C(=CC1=C(N(N=C21)C)CC)NC(C2=CC(=CC(=C2)C(F)(F)F)F)=O)=O N-(6-(2-chloro-5-fluorophenyl)-3-ethyl-2-methyl-8-oxo-2,6,7,8-tetrahydropyrrolo[3,4-g]indazol-5-yl)-3-fluoro-5-(trifluoromethyl)benzamide